N-(4-((3-hydroxypyrrolidin-1-yl)methyl)thiazol-2-yl)-2-methyl-5-(3-(trifluoromethyl)phenyl)furan-3-carboxamide OC1CN(CC1)CC=1N=C(SC1)NC(=O)C1=C(OC(=C1)C1=CC(=CC=C1)C(F)(F)F)C